OCCCNC1CCCC=2NC(C3=CC=CC=C3C12)=O 1-(3-Hydroxypropylamino)-2,3,4,5-tetrahydro-1H-phenanthridin-6-one